N,N-dimethyl-o-methylaniline CN(C1=C(C=CC=C1)C)C